N-hydroxy-4-(3-(4-nitrophenyl)ureido)benzamide ONC(C1=CC=C(C=C1)NC(=O)NC1=CC=C(C=C1)[N+](=O)[O-])=O